(4-amino-7-chloro-1-methyl-1H-pyrazolo[4,3-c]quinolin-8-yl)((3R)-3-(4-(trifluoromethyl)phenyl)-1-pyrrolidinyl)methanone NC1=NC=2C=C(C(=CC2C2=C1C=NN2C)C(=O)N2C[C@H](CC2)C2=CC=C(C=C2)C(F)(F)F)Cl